C(C)(C)(C)C1=CC=C(OCCSCC2=NNC(N2)=O)C=C1 3-[(4-tert-Butylphenoxyethylsulfanyl)methyl]-1H-1,2,4-triazol-5(4H)-one